OCC=1N=CC2=C(N1)N(C(C21CC1)=O)C1=CC=C(C=C1)OC1=CC=CC=C1 2'-(hydroxymethyl)-7'-(4-phenoxyphenyl)spiro[cyclopropane-1,5'-pyrrolo[2,3-d]pyrimidin]-6'(7'H)-one